3,4-dihydro-1,2-dithiol S1SCCC1